2-[2-(4-morpholin-4-ylphenylamino)-pyrimidin-4-ylamino]-thiophene-3-carboxylic acid methyl ester COC(=O)C1=C(SC=C1)NC1=NC(=NC=C1)NC1=CC=C(C=C1)N1CCOCC1